hexa-1,5-diene-3,4-dione C=CC(C(C=C)=O)=O